NC1=C(C=CC(=C1)O)NC(=S)N N-(2-amino-4-hydroxyphenyl)thiourea